2-Phenyl-naphthalene C1(=CC=CC=C1)C1=CC2=CC=CC=C2C=C1